5-((6-bromo-3-cyclopropyl-3H-imidazo[4,5-c]pyridin-4-yl)amino)-2-chloro-N-methylbenzamide BrC1=CC2=C(C(=N1)NC=1C=CC(=C(C(=O)NC)C1)Cl)N(C=N2)C2CC2